2,3,7,8,12,13,17,18-octaethylporphyrin C(C)C1=C2NC(=C1CC)C=C1C(=C(C(=N1)C=C1C(=C(C(N1)=CC=1C(=C(C(N1)=C2)CC)CC)CC)CC)CC)CC